(S)-2-((2-((5-((2-Carboxyethyl)thio)pyridin-3-yl)methoxy)-5-chloro-4-((3-(2,3-dihydrobenzo[b][1,4]dioxin-6-yl)-2-methylbenzyl)oxy)benzyl)amino)-3-hydroxy-2-methylpropanoic acid C(=O)(O)CCSC=1C=C(C=NC1)COC1=C(CN[C@](C(=O)O)(CO)C)C=C(C(=C1)OCC1=C(C(=CC=C1)C1=CC2=C(OCCO2)C=C1)C)Cl